N-[(1H-benzimidazol-2-yl)methyl]-8-cyclopentyl-2-(morpholin-4-yl)pyrazolo[1,5-a][1,3,5]triazin-4-amine N1C(=NC2=C1C=CC=C2)CNC2=NC(=NC=1N2N=CC1C1CCCC1)N1CCOCC1